7-methoxy-N-(2-methylpyridin-3-yl)-2-(tetrahydro-2H-pyran-4-yl)imidazo[1,2-a]pyridine-6-carboxamide COC1=CC=2N(C=C1C(=O)NC=1C(=NC=CC1)C)C=C(N2)C2CCOCC2